NC1=NC=C2N(C(N(C2=N1)[C@@H]1O[C@@H]([C@H]([C@H]1O)F)CO)=O)C[C@H]1[C@@H](C1)C(=O)OCC Ethyl (1R,2R)-2-((2-Amino-9-((2R,3S,4S,5R)-4-fluoro-3-hydroxy-5-(hydroxymethyl)tetrahydrofuran-2-yl)-8-oxo-8,9-dihydro-7H-purin-7-yl)methyl)cyclopropan-1-carboxylat